(5-((7-Methyl-6-azaspiro[3.4]octan-6-yl)sulfonyl)thiazol-4-yl)methanol CC1N(CC2(CCC2)C1)S(=O)(=O)C1=C(N=CS1)CO